1,3-dimethyl-1,3-diphenyl-1,3-divinyl-disiloxane platinum [Pt].C[Si](O[Si](C=C)(C1=CC=CC=C1)C)(C=C)C1=CC=CC=C1